The molecule is an organophosphate oxoanion resulting from the deprotonation of all four phosphate OH groups from alpha-D-ribose 1-triphosphate; it is the major species at pH 7.3. It is a conjugate base of an alpha-D-ribose 5-triphosphate. C([C@@H]1[C@H]([C@H]([C@H](O1)O)O)O)OP(=O)([O-])OP(=O)([O-])OP(=O)([O-])[O-]